ClC(=O)OCC C1-ethyl chloroformate